4-((difluoromethyl)sulfonyl)benzoic acid FC(S(=O)(=O)C1=CC=C(C(=O)O)C=C1)F